Cl.C1(CC1)[C@H](CO)NC1=NC(=C2N=CN(C2=N1)C)N[C@@H]1CNC[C@H]1F |&1:19,23| (R)-2-cyclopropyl-2-((6-(((3RS,4RS)-4-fluoropyrrolidin-3-yl)-amino)-9-methyl-9H-purin-2-yl)amino)ethan-1-ol hydrochloride